N2-(2-(1-(Cyclopropylsulfonyl)-1H-pyrazol-4-yl)pyrimidin-4-yl)-N4-(1-(2,2-difluoroethyl)piperidin-4-yl)-5-(1-(difluoromethyl)-1H-pyrazol-3-yl)pyridine-2,4-diamine C1(CC1)S(=O)(=O)N1N=CC(=C1)C1=NC=CC(=N1)NC1=NC=C(C(=C1)NC1CCN(CC1)CC(F)F)C1=NN(C=C1)C(F)F